O=C1NC(CCC1N1C(C2=CC=C(C=C2C1=O)C(=O)N1CCN(CC1)CC1=C(CCCC1)C1=CC=C(C=C1)F)=O)=O 2-(2,6-dioxopiperidin-3-yl)-5-(4-((4'-fluoro-3,4,5,6-tetrahydro-[1,1'-biphenyl]-2-yl)methyl)piperazine-1-carbonyl)isoindoline-1,3-dione